C(C)(C)C=1C=C(C=CC1OC1=NC=NC2=CC(=C(C=C12)OC)OCCCS(=O)(=O)C)N1C(N(CC1=O)C=1C=NC=C(C1)C(F)(F)F)=O 3-[3-isopropyl-4-({6-methoxy-7-[3-(methylsulfonyl)propoxy]-4-quinazolinyl}oxy)phenyl]-1-[5-(trifluoromethyl)-3-pyridinyl]-2,4-imidazolidinedione